N[C@@H]1[C@H](COC1)OC=1C=C2CN(C(C2=CC1)=O)N1C(CCCC1=O)=O (5-(((3R,4S)-4-Aminotetrahydrofuran-3-yl)oxy)-1-oxoisoindolin-2-yl)piperidine-2,6-dione